N-(3,3-dimethylcyclobutyl)-5-(quinoxalin-6-yl)pyrrolo[2,1-f][1,2,4]triazin-2-amine CC1(CC(C1)NC1=NN2C(C=N1)=C(C=C2)C=2C=C1N=CC=NC1=CC2)C